ClC1=C(C(=CC=C1)F)C1=NOC(=C1C1=CC2(C1)CCN(CC2)C2=CC=C1C=C(N=CC1=C2)C(=O)O)C2CC2 7-(2-(3-(2-chloro-6-fluorophenyl)-5-cyclopropylisoxazol-4-yl)-7-azaspiro[3.5]non-1-en-7-yl)isoquinoline-3-carboxylic acid